ClC1=C(C=C(C=2C3=C(N(C12)C)CCNC([C@@H]3C)=O)NC([C@H](C)O)=O)Cl (2S)-N-((R)-7,8-Dichloro-1,6-dimethyl-2-oxo-1,2,3,4,5,6-hexahydroazepino[4,5-b]indol-10-yl)-2-hydroxypropanamide